C(\C=C\C(=O)O)(=O)O.NC[C@H]1CN(CCC1)C1=C(C=CC(=C1C(F)(F)F)OC1=CC(=CC=C1)F)NC(=O)C=1N=C(SC1)C1=CN=NC=C1 N-{2-[(3S)-3-(aminomethyl)piperidin-1-yl]-4-(3-fluorophenoxy)-3-(trifluoromethyl)phenyl}-2-(pyridazin-4-yl)-1,3-thiazole-4-carboxamide mono[(2E)-2-butenedioic acid] salt